ClC1=CC2=C(C3=CC=CC=C3C(=C2C=C1)OC(=O)C(C)C)OC(=O)C(C)C 2-chloro-9,10-bis(isopropylcarbonyloxy)anthracene